Di-tert-butyl(4-((tert-butyldimethylsilyloxy)methyl)phenyl)fluorosilane C(C)(C)(C)[Si](F)(C1=CC=C(C=C1)CO[Si](C)(C)C(C)(C)C)C(C)(C)C